ClC1=NC(=NC(=N1)NCC)NCC 6-Chloro-N,N'-diethyl-[1,3,5]triazin-2,4-diamine